[N+](=O)([O-])C=1C=C(C=CC1F)NC1=NC=2N(C(=N1)C1=CSC3=C1C=CC=C3)N=CC2 2-(3-nitro-4-fluoro-phenylamino)-4-(benzothien-3-yl)pyrazolo[1,5-a][1,3,5]triazine